NC1(CCN(CC1)C)C(=O)O 4-amino-1-methyl-4-piperidinecarboxylic acid